ClC1=CC=C(C=C1)C1=NC(=NO1)[C@H](C)NC(C1=NC=CC(=C1O)OC)=O (S)-N-(1-(5-(4-chlorophenyl)-1,2,4-oxadiazol-3-yl)ethyl)-3-hydroxy-4-methoxypicolinamide